C(#N)NC1CC(C1)C(=O)NC1=NC=CC(=C1)C(F)(F)F (1r,3r)-3-(cyanoamino)-N-[4-(trifluoro-methyl)pyridin-2-yl]cyclobutane-1-carboxamide